tert-butyl 4-(4-(1,4-dimethyl-2-(4-(methylsulfonyl)phenyl)-1H-pyrrolo[3,2-c]pyridin-6-yl)phenyl)piperidine-1-carboxylate CN1C(=CC=2C(=NC(=CC21)C2=CC=C(C=C2)C2CCN(CC2)C(=O)OC(C)(C)C)C)C2=CC=C(C=C2)S(=O)(=O)C